4-[(propoxy)carbonyl]phenolate C(CC)OC(=O)C1=CC=C(C=C1)[O-]